2-(3,5-dimethyl-1H-1,2,4-triazol-1-yl)acetic acid CC1=NN(C(=N1)C)CC(=O)O